6-(difluoromethyl)-N-methyl-5-(piperazin-1-yl)picolinamide FC(C1=C(C=CC(=N1)C(=O)NC)N1CCNCC1)F